ClC=1C=C(C=CC1C#N)N1CC2(C[C@H]1C)CCN(CC2)C2=CC=C(C(=O)N1CCC(CC1)N1CCN(CC1)C=1C=CC(=NC1)C(=O)N[C@@H]1C(NC(CC1)=O)=O)C=C2 5-(4-(1-(4-((R)-2-(3-Chloro-4-cyanophenyl)-3-methyl-2,8-diazaspiro[4.5]decan-8-yl)benzoyl)piperidin-4-yl)piperazin-1-yl)-N-((S)-2,6-dioxopiperidin-3-yl)-picolinamide